C(C([C@H]1CC[C@H]2[C@@H]3CCC4=CC(CC[C@]4(C)[C@H]3CC[C@]12C)=O)=O)O 4-Pregnen-21-ol-3,20-dione